O.N[C@@H](CC(N)=O)C(=O)O.[Na] sodium asparagine hydrate